The molecule is a carbamate ester and an indole alkaloid. It has a role as a miotic, an EC 3.1.1.8 (cholinesterase) inhibitor and an antidote to curare poisoning. C[C@@]12CCN([C@@H]1N(C3=C2C=C(C=C3)OC(=O)NC)C)C